methyl 3-methyl-6-oxo-5-(pyrimidin-4-ylamino)-1,6-dihydropyrazine-2-carboxylate CC1=C(NC(C(=N1)NC1=NC=NC=C1)=O)C(=O)OC